(3S)-5-(3,3-difluoropiperidin-1-yl)-3-{[5-(1,3-thiazol-2-yl)-1-[2-(trifluoromethyl)phenyl]-1H-pyrazol-3-yl]formamido}pentanoic acid FC1(CN(CCC1)CC[C@@H](CC(=O)O)NC(=O)C1=NN(C(=C1)C=1SC=CN1)C1=C(C=CC=C1)C(F)(F)F)F